1-(2,2-Difluoropropyl)-4-(4,4,5,5-tetramethyl-1,3,2-dioxaborolan-2-yl)-1H-pyrazole FC(CN1N=CC(=C1)B1OC(C(O1)(C)C)(C)C)(C)F